tert-butyl ((1R,3R)-3-(8-bromo-7-(3-methoxy-1-methyl-1H-pyrazol-4-yl)-3-methyl-2-oxo-6-(phenylsulfonyl)-3,6-dihydroimidazo[4,5-d]pyrrolo[2,3-b]pyridin-1(2H)-yl)cyclopentyl)carbamate BrC1=C(N(C2=NC=C3C(=C21)N(C(N3C)=O)[C@H]3C[C@@H](CC3)NC(OC(C)(C)C)=O)S(=O)(=O)C3=CC=CC=C3)C=3C(=NN(C3)C)OC